FC=1C=C2C(=CC=NC2=CC1)OC1CC2(CN(C2)C(C(=O)O)C)C1 2-(6-((6-fluoroquinolin-4-yl)oxy)-2-azaspiro[3.3]heptan-2-yl)propanoic acid